C(C1=CC=CC=C1)NC(=O)NC1=CC(=CC=C1)C1=CC=C2C=CN=CC2=C1 1-Benzyl-3-(3-(isoquinoline-7-yl)phenyl)urea